N1=C(C=CC=C1)C1=NN=C(N=N1)C1=NC=C(C(=O)OCCF)C=C1 2-Fluoroethyl 6-(6-(pyridin-2-yl)-1,2,4,5-tetrazin-3-yl)nicotinate